FC1=C(C=C(C(=C1)F)F)CCCC=O 4-(2,4,5-trifluorophenyl)butan-1-one